N-methylazetidin-3-amine CNC1CNC1